COC=1C(=NC(=NC1)NC=1C=C(C=CC1)S(=O)(=O)N)N1C2CN(C(C1)CC2)C2=CC=CC=C2 3-((5-methoxy-4-(5-phenyl-2,5-diazabicyclo[2.2.2]octan-2-yl)pyrimidin-2-yl)amino)benzenesulfonamide